C(C=C)C=1C=C(C(=C(C1)C1=C(C=CC(=C1)CC=C)O)O)C=CC(=O)C1=CC=C(C=C1)C(C)C 3-(5,5'-diallyl-2,2'-dihydroxy-[1,1'-biphenyl]-3-yl)-1-(4-isopropylphenyl)prop-2-en-1-one